(5R,6R)-3-(5-chloro-1H-indol-3-yl)-5,6-diphenyl-5,6-dihydropyrazin-2(1H)-one ClC=1C=C2C(=CNC2=CC1)C=1C(N[C@@H]([C@H](N1)C1=CC=CC=C1)C1=CC=CC=C1)=O